tert-butyl (tert-butoxycarbonylamino)(2-(6-chloro-3-(3,4-dichlorophenyl)-9H-carbazol-1-yl)ethylamino)methylenecarbamate C(C)(C)(C)OC(=O)NC(NCCC1=CC(=CC=2C3=CC(=CC=C3NC12)Cl)C1=CC(=C(C=C1)Cl)Cl)=NC(OC(C)(C)C)=O